(2R,3S)-2-((E)-3-(5,6-dichloro-1H-benzo[d]imidazol-1-yl)-2-methylpropan-1-en-1-yl)piperidin-3-ol dihydrochloride Cl.Cl.ClC1=CC2=C(N(C=N2)C/C(=C/[C@H]2NCCC[C@@H]2O)/C)C=C1Cl